C(\C=C/C=CCCCCCCCCCCC)=O Z,13Z-hexadecadienal